COC1=C(C(=NC=C1)N)C 4-methoxy-3-methylpyridin-2-amine